N[C@H](CC=1C=C2C(=NC(=NN2C1\C=C\C)Cl)NCC=1SC=CC1)C (S,E)-6-(2-aminopropyl)-2-chloro-7-(prop-1-en-1-yl)-N-(thiophen-2-ylmethyl)pyrrolo[2,1-f][1,2,4]triazin-4-amine